CN1CCC2(CC1)OC1=C(C2)C=C(C=C1)CNCC1COC1 1-(1'-methyl-3H-spiro[benzofuran-2,4'-piperidin]-5-yl)-N-(oxetan-3-ylmethyl)methanamine